3-aminocarbonyl-pyridine triflate OS(=O)(=O)C(F)(F)F.NC(=O)C=1C=NC=CC1